ethyl 3-(3-{[6-(benzyloxy)-2,2-dioxo-2H-1,2λ6,3-benzoxathiazin-3(4H)-yl]methyl}-4-methoxyphenyl)-3-(1-{4-[(4-methoxyphenyl)methoxy]butyl}-4-methyl-1H-benzotriazol-5-yl)propanoate C(C1=CC=CC=C1)OC=1C=CC2=C(CN(S(O2)(=O)=O)CC=2C=C(C=CC2OC)C(CC(=O)OCC)C2=C(C3=C(N(N=N3)CCCCOCC3=CC=C(C=C3)OC)C=C2)C)C1